BrC1=CN=CC2=C1OCCN2C(=O)OC(C)(C)C Tert-butyl 8-bromo-2,3-dihydropyrido(4,3-b)(1,4)oxazine-4-carboxylate